2,9,9-Trimethyl-7-(piperazin-1-ylmethyl)-9,10-dihydroacridine CC1=CC=2C(C3=CC(=CC=C3NC2C=C1)CN1CCNCC1)(C)C